C(C)N1N=C(C(=C1)C1=NN2C(=NC=3C(=CC=CC3C2=N1)SC)N[C@H]1C(NCCN(C1)C(=O)OCC1=CC=CC=C1)=O)C benzyl (6R)-6-{[2-(1-ethyl-3-methyl-1H-pyrazol-4-yl)-7-(methylsulfanyl)[1,2,4]triazolo[1,5-c]quinazolin-5-yl]amino}-5-oxo-1,4-diazepane-1-carboxylate